CN(C#N)CC(C)C=1OC(=NN1)C1=C(C=CC=C1)NC1=CC=C(C=C1)C(F)(F)F N-methyl-N-(2-(5-(2-((4-(trifluoromethyl)phenyl)amino)phenyl)-1,3,4-oxadiazol-2-yl)propyl)cyanamide